endo-Tromethamine NC(CO)(CO)CO